C(=O)(O)CCC1(C2=CC(=CC=C2C=2C=CC(=CC12)C1=CC=CC2=CC=CC=C12)C1=CC=CC2=CC=CC=C12)CCC(=O)O 9,9-bis(2-carboxyethyl)-2,7-dinaphthylfluorene